4,4'-methylene-bis(cyclohexyl carbamate) C(C1CCC(CC1)NC([O-])=O)C1CCC(CC1)NC([O-])=O